(S)-2-((2-((tert-butyldiphenylsilyl)oxy)ethyl)amino)-4,4,4-trifluorobutan-1-ol [Si](C1=CC=CC=C1)(C1=CC=CC=C1)(C(C)(C)C)OCCN[C@H](CO)CC(F)(F)F